4-[2-Hydroxy-3-methoxy-2-(methoxycarbonyl)-5-oxo-2,5-dihydro-1H-pyrrol-1-yl]butanoic acid OC1(N(C(C=C1OC)=O)CCCC(=O)O)C(=O)OC